N-(4-((5-chloro-2-(2-hydroxypropan-2-yl)-4-(3-(trifluoromethyl)phenoxy)phenyl)amino)-7-methoxyquinazolin-6-yl)-4-(dimethylamino)but-2-enamide ClC=1C(=CC(=C(C1)NC1=NC=NC2=CC(=C(C=C12)NC(C=CCN(C)C)=O)OC)C(C)(C)O)OC1=CC(=CC=C1)C(F)(F)F